2-methyl-N-(3-phenylpropyl)-5-(pyrimidin-4-yl)thiazolo[5,4-d]pyrimidin-7-amine CC=1SC=2N=C(N=C(C2N1)NCCCC1=CC=CC=C1)C1=NC=NC=C1